2,4-dioxo-1,2,3,4-tetrahydropyrimidine-5-carboxylic acid O=C1NC=C(C(N1)=O)C(=O)O